O-ethylisourea hydrochloride CCOC(=N)N.Cl